C12(CC3CC(CC(C1)C3)C2)NCCCCCCCOC2=C3C(N(C(=NC3=CC=C2)C)[C@H]2C(NC(CC2)=O)=O)=O (3R)-3-(5-((7-(((1s,3s)-adamantan-1-yl)amino)heptyl)oxy)-2-methyl-4-oxoquinazoline-3(4H)-yl)piperidine-2,6-dione